NC1=C(C(N(C2=CC(=CC=C12)OC(F)(F)F)C1=CC=C(C=C1)N)=O)C(=O)OC methyl 4-amino-1-(4-aminophenyl)-2-oxo-7-(trifluoromethoxy)-1,2-dihydroquinoline-3-carboxylate